cyanoformaldehyde C(#N)C=O